FC1=NC(=CC=C1N1CCN(CC1)CC=1C=CC=2C=3N(C(NC2C1)=O)C=CN3)C(NC)=O 8-((4-(2-fluoro-6-(methylcarbamoyl)pyridin-3-yl)piperazin-1-yl)methyl)imidazo[1,2-c]quinazolin-5(6H)-one